acetonitrile 4-ethyl-para-hydroxybenzoate C(C)C1(CC=C(C(=O)O)C=C1)O.C(C)#N